methyl 4-(benzylamino)-3-methoxy-5-nitro-benzoate C(C1=CC=CC=C1)NC1=C(C=C(C(=O)OC)C=C1[N+](=O)[O-])OC